3-(1-(2H-1,2,3-triazol-2-yl)cyclopropyl)-1-(2-methylcyclopropyl)-1H-pyrazole-5-amine N=1N(N=CC1)C1(CC1)C1=NN(C(=C1)N)C1C(C1)C